COC=1C=C(C=C(C1)OC)C1=CC2=C(NC(N=C2)=O)C=N1 6-(3,5-dimethoxyphenyl)pyrido[3,4-d]Pyrimidin-2(1H)-one